6-(4-(3-fluoro-5-formylpyridin-2-yl)indolin-1-yl)-N-((1R,2R)-2-fluorocyclobutyl)-8-(methylamino)imidazo[1,2-b]pyridazine-3-carboxamide trifluoroacetate FC(C(=O)O)(F)F.FC=1C(=NC=C(C1)C=O)C1=C2CCN(C2=CC=C1)C=1C=C(C=2N(N1)C(=CN2)C(=O)N[C@H]2[C@@H](CC2)F)NC